C1(C=CC(N1C=1C=C(C(=O)C2C(=O)N(C(C2)=O)O)C=CC1)=O)=O m-maleimidobenzoyl-N-hydroxylsuccinimide